BrC=1C=C(C=C(C1)Cl)C(C=O)(C)C 2-(3-Bromo-5-chlorophenyl)-2-methylpropanal